2,5,6-Trimethyl-8,9-dihydro-7H-pyrrolo[3,4-c][1,2,4]triazolo[1,5-a]pyridine hydrochloride Cl.CC1=NN2C(C3=C(C(=C2C)C)CNC3)=N1